ClC1=CC(=C(N=N1)NC1C[C@@H]2[C@@H](CN(C2)C(=O)OC(C)(C)C)C1)C1CCC1 tert-butyl (3aR,5s,6aS)-5-((6-chloro-4-cyclobutylpyridazin-3-yl)amino)hexahydrocyclopenta[c]pyrrole-2(1H)-carboxylate